FC1=NC(=CC=C1B(O)O)C(F)(F)F 2-FLUORO-6-(TRIFLUOROMETHYL)PYRIDINE-3-BORONIC ACID